BrC=1C=C(CC2=CC=NC3=NC=CC=C23)C=CC1F 4-(3-bromo-4-fluorobenzyl)-naphthyridine